CC1=C(N(C2=CC3=CC=CC=C3C=C2)C)C=CC=C1 dimethyl-2-naphthylaniline